1-(4-(3-methyl-4-oxo-2-(trifluoromethyl)-4H-pyrido[1,2-a]pyrimidin-9-yl)benzoyl)pyrrolidine-3-carbonitrile CC1=C(N=C2N(C1=O)C=CC=C2C2=CC=C(C(=O)N1CC(CC1)C#N)C=C2)C(F)(F)F